1-(6-(4-(2-amino-3-nitropyridin-4-yl)-1H-pyrazol-1-yl)pyridin-3-yl)-2,2,2-trifluoroethanol NC1=NC=CC(=C1[N+](=O)[O-])C=1C=NN(C1)C1=CC=C(C=N1)C(C(F)(F)F)O